2-[6-bromo-7-methyl-4-(trifluoromethyl)indazol-2-yl]-2-(5,5-dimethyl-6,7-dihydropyrrolo[1,2-c]imidazol-1-yl)-N-thiazol-2-yl-acetamide BrC=1C=C(C2=CN(N=C2C1C)C(C(=O)NC=1SC=CN1)C1=C2N(C=N1)C(CC2)(C)C)C(F)(F)F